N=C1N[C@@](CS(C1(C)C)(=O)=O)(C1=CC2=CC3=C(OC=C3C#CC)C=C2C=C1)C (R)-3-Imino-2,2,5-trimethyl-5-(3-(prop-1-yn-1-yl)naphtho[2,3-b]furan-6-yl)thiomorpholine 1,1-dioxide